[2H]C1=C(C(=C2C(=C1[2H])NC(=S)N2)[2H])[2H] 2-mercapto-4,5,6,7-d4-benzimidazole